CC(C)(CCC(C)(OOC(C)(C)C)C)OOC(C)(C)C 2,5-dimethyl-2,5-bis-tert-butylperoxyhexane